2-(formamido)-N1-(5-phospho-beta-D-ribosyl)acetamidine C(=O)NCC(=N)N[C@H]1[C@H](O)[C@H](O)[C@H](O1)COP(=O)(O)O